phenyl-(dimethylfluorenyl){[(biphenylyl)dibenzothiophenyl]phenyl}triazine C1(=CC=CC=C1)C1=C(C(=NN=N1)C1=C(C=CC=C1)C1=C(C=CC=2SC3=C(C21)C=CC=C3)C3=C(C=CC=C3)C3=CC=CC=C3)C3=C(C(=CC=2C1=CC=CC=C1CC32)C)C